C(C)O[Si](CCCSCCC[Si](OCC)(OCC)OCC)(OCC)OCC 3-(triethoxysilyl)propylsulfide